NCCC(O)C1=CC(=C(C=C1)F)OCC1CCCCC1 3-amino-1-(3-(cyclohexylmethoxy)-4-fluorophenyl)propan-1-ol